7-Hydroxynaphthalin OC1=CC=C2C=CC=CC2=C1